SCC(=O)O.OCCSCCO hydroxyethylsulfide (2-mercaptoacetate)